C1(=CC=CC=C1)C(C(=O)NC(C(=O)O)CCOC1CC(C1)CCC1=NC=2NCCCC2C=C1)C 2-[[2-phenylpropionyl]amino]-4-[3-[2-(5,6,7,8-tetrahydro-1,8-naphthyridin-2-yl)ethyl]cyclobutoxy]butanoic acid